O1C=C(C2=C1C=CC=C2)C=2C=CC(=C(C2)NC2=NC=NC1=CC(=C(C=C21)OC2CCN(CC2)C(C=C)=O)OC)OC 1-(4-((4-((5-(benzofuran-3-yl)-2-methoxyphenyl)amino)-7-methoxy-quinazolin-6-yl)oxy)piperidin-1-yl)prop-2-en-1-one